(S)-2-(1,2,2-trimethyl-3-cyclopentenyl)-2-oxoethyl (R)-2-methylbutyrate C[C@@H](C(=O)OCC(=O)[C@@]1(C(C=CC1)(C)C)C)CC